C12(CC3CC(CC(C1)C3)C2)NC2=CC=C(C(=O)N[C@H](CC3=CC(=CC=C3)F)CCCC)C=C2 4-(((3R,5R,7R)-adamantan-1-yl)amino)-N-((S)-1-(3-fluorophenyl)hexan-2-yl)benzamide